C(CCCCC(C)C)C(C(=O)O)CC1=CC(=C(C(=C1)C(C)(C)C)O)C(C)(C)C isooctyl-3-(3,5-di-tert-butyl-4-hydroxyphenyl)propionic acid